1-(4-methoxybenzyl)-3-methyl-4-nitro-1H-pyrazole-5-carboxylic acid ethyl ester C(C)OC(=O)C1=C(C(=NN1CC1=CC=C(C=C1)OC)C)[N+](=O)[O-]